bromo-4-chloro-2,7-dimethyl-7H-pyrazolo[3,4-H]quinazoline BrC1=C2C(=NC(=NC2=C2C(=C1)N(N=C2)C)C)Cl